4,4'-(5-azidopentane-1,1-diyl)bis(fluorobenzene) N(=[N+]=[N-])CCCCC(C1=CC=C(C=C1)F)C1=CC=C(C=C1)F